2-((2-(2-Methyl-5-nitro-1H-imidazol-1-yl)ethyl)thio)-5-(pyridin-2-yl)-1,3,4-oxadiazole silver nitrate [N+](=O)([O-])[O-].[Ag+].CC=1N(C(=CN1)[N+](=O)[O-])CCSC=1OC(=NN1)C1=NC=CC=C1